COC(C1=C(C(=CC=C1)OC1COC1)C1=C(N(C=2C=C3C=NN(C3=CC21)C(C(C)(C)C)=O)C2=CC=C(C=C2)F)C(C)C)=O [1-(2,2-dimethylpropionyl)-5-(4-fluorophenyl)-6-isopropyl-pyrrolo[2,3-f]indazol-7-yl]-3-(oxetan-3-yloxy)benzoic acid methyl ester